CC=1C(=C2C=NNC2=CC1)OC=1C=CC=C2C=C(C=NC12)C#N 8-((5-methyl-1H-indazol-4-yl)oxy)quinoline-3-carbonitrile